FC1=C(C=CC=C1)C=CC(C=C)=O 5-(2-fluorophenyl)-1,4-pentadien-3-one